2-(2-(cyclopropanesulfonylamino)thiazol-4-yl)-N-(4-(6-ethynylpyrazin-2-yl)phenyl)-2-methylpropanamide C1(CC1)S(=O)(=O)NC=1SC=C(N1)C(C(=O)NC1=CC=C(C=C1)C1=NC(=CN=C1)C#C)(C)C